ClC=1C(=CC(=C(C(=O)NS(=O)(=O)C)C1)F)N1N=C(C2=CC=CC=C12)C1=C(C=CC=C1)C 5-chloro-2-fluoro-N-(methylsulfonyl)-4-(3-(o-tolyl)-1H-indazol-1-yl)benzamide